2-{[(αR)-6-(4-benzyl-2,6-dioxo-1,3-diazinan-1-yl)-spiro[3.3]heptan-2-yl]oxy}pyridine-3-carboxamide C(C1=CC=CC=C1)C1NC(N(C(C1)=O)C1CC2(CC(C2)OC2=NC=CC=C2C(=O)N)C1)=O